2-methyl-1-oxo-1,2,3,4-tetrahydroisoquinolin CN1C(C2=CC=CC=C2CC1)=O